C(C)(C)(C)OC(=O)N(CC(=O)OC)C=1C=NC=C(C1)C1(OCC1)C(F)(F)F methyl 2-[tert-butoxycarbonyl-[5-[2-(trifluoromethyl)oxetan-2-yl]-3-pyridyl]amino]acetate